4-[6-[[(1S)-1-(hydroxy-methyl)-2-methyl-propyl]amino]imidazo[1,2-b]pyridazin-3-yl]-2-methoxy-phenol OC[C@H](C(C)C)NC=1C=CC=2N(N1)C(=CN2)C2=CC(=C(C=C2)O)OC